BrC1=CC(=C(C#N)C=C1)N1CC(CC1)O 4-bromo-2-(3-hydroxypyrrolidin-1-yl)benzonitrile